FC(C1=C(C=C2CCCN(C2=C1)C=1C2=CN(C=C2C=C(C1)C1=CCC(CC1)SC)C(C)=O)C=1C=NN(C1)C)F 1-(4-(7-(difluoromethyl)-6-(1-methyl-1H-pyrazol-4-yl)-3,4-dihydroquinolin-1(2H)-yl)-6-(4-(Methylthio)cyclohex-1-en-1-yl)isoindol-2-yl)ethan-1-one